COC1=C2C(NC(=NC2=CC(=C1)OC)C1=CC=C(C=C1)N1CCC(CC1)N(C)CC1=C(C=C(C=C1)N1C(NC(CC1)=O)=O)F)=O 1-(4-(((1-(4-(5,7-dimethoxy-4-oxo-3,4-dihydroquinazolin-2-yl)phenyl)piperidin-4-yl)(methyl)amino)methyl)-3-fluorophenyl)dihydropyrimidine-2,4(1H,3H)-dione